O[C@@H]1CC[C@H](CC1)NC(OC(C)(C)C)=O tert-Butyl N-[trans-4-hydroxycyclohexyl]carbamate